C(CCCCCCC)C=1C(=C(C=CC1)P(O)(O)=O)CCCCCCCC.P(OC1=C(C(=CC=C1)CCCCCCCC)CCCCCCCC)(O)=O di-n-octylphenyl phosphonate (di-n-octylphenyl phosphonate)